ClC=1N=C2C(=NC1)NC=C2C2=NC(=CC(=N2)N[C@@H]2[C@H](C1CCC2CC1)C(=O)O)C=1SC(=CC1)C (2S,3S)-3-((2-(2-chloro-5H-pyrrolo[2,3-b]pyrazin-7-yl)-6-(5-methylthiophen-2-yl)pyrimidin-4-yl)amino)bicyclo[2.2.2]octane-2-carboxylic acid